9-chloro-7-(7-fluoro-2,3-dihydro-1,4-benzoxazin-4-yl)-4-[(2-methoxypyrimidin-5-yl)methyl]-3,5-dihydro-2H-1,4-benzoxazepine ClC1=CC(=CC=2CN(CCOC21)CC=2C=NC(=NC2)OC)N2CCOC1=C2C=CC(=C1)F